3,5-dimethylthio-toluene-2,6-diamine CSC1=C(C(C)=C(C(=C1)SC)N)N